C[C@@H]1OCCN([C@H]1C)CCN1C(C(=C(C2=CC=CN=C12)O)C(=O)NC1CCC(CC1)C)=O 1-(2-((2S,3S)-2,3-dimethylmorpholino)ethyl)-4-hydroxy-N-((1s,4R)-4-methylcyclohexyl)-2-oxo-1,2-dihydro-1,8-naphthyridine-3-carboxamide